tert-butyl (R)-9-((tert-butoxycarbonyl)amino)-l-1-fluoro-10-nitro-1,2,4,4a,5,6-hexahydro-3H,12H-benzo[b]pyrazino[1,2-e][1,5]oxazocine-3-carboxylate C(C)(C)(C)OC(=O)NC=1C(=CC2=C(OCCC3N(C2)[C@@H](CN(C3)C(=O)OC(C)(C)C)F)C1)[N+](=O)[O-]